[(3-oxocyclobutyl)methyl]carbamate O=C1CC(C1)CNC([O-])=O